3-((1-((3-bromopyridin-2-yl)methyl)-3-oxoisoindolin-2-yl)methyl)cyclobutane-1-carboxamide BrC=1C(=NC=CC1)CC1N(C(C2=CC=CC=C12)=O)CC1CC(C1)C(=O)N